C[Si](CCOCN1C=NC2=C1C(NC=C2)=O)(C)C 3-(2-trimethylsilylethoxymethyl)-5H-imidazo[4,5-c]pyridin-4-one